6-chloro-3-methyl-5-((2-(pyrrolidin-1-yl)ethyl)amino)pyrazine-2-carboxylic acid methyl ester COC(=O)C1=NC(=C(N=C1C)NCCN1CCCC1)Cl